methyl (1-phenylcyclopropyl)carbamate C1(=CC=CC=C1)C1(CC1)NC(OC)=O